CC=1C(=CC2=C(N3[C@@H](COC2)CN(CC3)C(=O)[O-])N1)C(F)(F)F (R)-2-methyl-3-(trifluoromethyl)-7a,8,10,11-tetrahydro-5H-pyrazino[2,1-c]pyrido[2,3-e][1,4]oxazepine-9(7H)-carboxylate